CC1=C(C=CC2=C1C=C(O2)C(=O)O)N2CCN(CC2)C(C2=CC(=CC=C2)C(F)(F)F)=O 4-methyl-5-[4-(3-trifluoromethyl-benzoyl)-piperazin-1-yl]-benzofuran-2-carboxylic acid